CC1=CC=CC(=N1)C1=C(N=CN1)C=1C=C2C=C(C=NC2=CC1)C=1C=C(SC1)C(=O)OCCN1C[C@@H](CC1)N 2-[(3R)-3-aminopyrrolidin-1-yl]ethyl 4-[6-[5-(6-methyl-2-pyridyl)-1H-imidazol-4-yl]-3-quinolyl]thiophene-2-carboxylate